6-(4-amino-7-bromo-2-iodo-1-methylpyrrolo[3,2-c]pyridin-3-yl)-4-methoxy-N-(2,2,2-trifluoroethyl)pyridine-3-carboxamide NC1=NC=C(C2=C1C(=C(N2C)I)C2=CC(=C(C=N2)C(=O)NCC(F)(F)F)OC)Br